ClC1=CC=C2C(=CC(N(C2=C1)C)=O)N1CCC(CC1)C=1OC2=C(N1)C=C(C=C2)C 7-chloro-1-methyl-4-[4-(5-methyl-1,3-benzoxazol-2-yl)piperidin-1-yl]-2-oxo-1,2-dihydroquinoline